1-(Cyclohexylsulfinyl)-4-trifluoromethylbenzene C1(CCCCC1)S(=O)C1=CC=C(C=C1)C(F)(F)F